C(#N)C1CN(C1)[C@H]1C[C@H](N(CC1)CC1=C2C=CNC2=C(C=C1OC)C)C1=CC=C(C(=O)O)C=C1 4-((2S,4R)-4-(3-cyanoazetidin-1-yl)-1-((5-methoxy-7-methyl-1H-indol-4-yl)methyl)piperidin-2-yl)benzoic acid